tert-butyl {4-[(7-{2-[(3S)-2,6-dioxopiperidin-3-yl]-1-oxo-3H-isoindol-5-yl}-2,7-diazaspiro[3.5]nonan-2-yl)methyl]-4-methylpiperidin-1-yl}formate O=C1NC(CC[C@@H]1N1C(C2=CC=C(C=C2C1)N1CCC2(CN(C2)CC2(CCN(CC2)C(=O)OC(C)(C)C)C)CC1)=O)=O